2-(2,4-Difluorophenyl)-7-fluoro-4-(3-(methylsulfonyl)phenyl)phthalazin-1(2H)-one FC1=C(C=CC(=C1)F)N1C(C2=CC(=CC=C2C(=N1)C1=CC(=CC=C1)S(=O)(=O)C)F)=O